6-chloro-8-cyclopropyl-2-(pyridin-4-yl)imidazo[1,2-b]pyridazine ClC=1C=C(C=2N(N1)C=C(N2)C2=CC=NC=C2)C2CC2